O1COC2=C1C=CC(=C2)\C=C/2\C(N(C(=N2)N(C2=CC=CC=C2)C)C)=O (Z)-5-(benzo[d][1,3]dioxol-5-ylmethylene)-3-methyl-2-(methyl-(phenyl)amino)-3,5-dihydro-4H-imidazol-4-one